4-[(3-hydroxy-3-methyl-cyclobutyl)amino]-2-methylsulfanyl-pyrimidine-5-carbaldehyde OC1(CC(C1)NC1=NC(=NC=C1C=O)SC)C